tert-butyl (E)-(4-((5-(2-(6-((2-chlorophenyl)sulfonamido)-2-methylpyridin-3-yl)vinyl)pyrimidin-2-yl)amino)bicyclo[2.2.2]octan-1-yl)carbamate ClC1=C(C=CC=C1)S(=O)(=O)NC1=CC=C(C(=N1)C)/C=C/C=1C=NC(=NC1)NC12CCC(CC1)(CC2)NC(OC(C)(C)C)=O